(3,5-dibromo-4-hydroxyphenyl)(1',3'-dimethyl-1'H-spiro[cyclopropane-1,5'-pyrazolo[4,3-b][1,4]oxazin]-7'(6'H)-yl)methanone BrC=1C=C(C=C(C1O)Br)C(=O)N1C2=C(OC3(C1)CC3)C(=NN2C)C